6-methyl-5-(methylsulfonyl)-N-((2-(2-(6-oxo-2,5,7-triazaspiro[3.4]octan-2-yl)pyrimidin-4-yl)-1,6-naphthyridin-7-yl)methyl)nicotinamide CC1=NC=C(C(=O)NCC2=NC=C3C=CC(=NC3=C2)C2=NC(=NC=C2)N2CC3(C2)NC(NC3)=O)C=C1S(=O)(=O)C